FC1(COC2(CNC2)C1)F 7,7-difluoro-5-oxa-2-azaspiro[3.4]octane